OC1=C(C(=CC(=C1)C(F)(F)F)C)C=1C=C(C=2C(N1)=NN(C2)[C@@H]2CCC(NC2)=O)C (R)-5-(6-(2-hydroxy-6-methyl-4-(trifluoromethyl)phenyl)-4-methyl-2H-pyrazolo[3,4-b]pyridin-2-yl)piperidin-2-one